palladium (II) p-toluenesulfonate CC1=CC=C(C=C1)S(=O)(=O)[O-].[Pd+2].CC1=CC=C(C=C1)S(=O)(=O)[O-]